(oxy bis(ethane-2,1-diyl)) bis(4-methylbenzenesulfonate) CC1=CC=C(C=C1)S(=O)(=O)OCCOCCOS(=O)(=O)C1=CC=C(C=C1)C